Methyl 2-(5-bromo-2-formyl-anilino)-2-oxo-acetate BrC=1C=CC(=C(NC(C(=O)OC)=O)C1)C=O